ethyl 2-(4-(N-(2-ethoxy-2-oxoethyl)-1-naphthamido)piperidin-1-yl)acetate C(C)OC(CN(C(=O)C1=CC=CC2=CC=CC=C12)C1CCN(CC1)CC(=O)OCC)=O